1-(2-methoxypyridin-4-yl)ethanamine COC1=NC=CC(=C1)C(C)N